C1(CC1)NC1CCN(CC1)C=1C=2N(C(=CC1)C(=O)NC1=CC3=CN(N=C3C=C1OC)C)N=C(C2)OC 4-[4-(cyclopropylamino)-1-piperidyl]-2-methoxy-N-(6-methoxy-2-methyl-indazol-5-yl)pyrazolo[1,5-a]pyridine-7-carboxamide